1,8-di-lithionaphthalene [Li]C1=CC=CC2=CC=CC(=C12)[Li]